NC=1C(=NN(C1)C1=CC=C(C=C1)CO)C(=O)N 4-amino-1-[4-(hydroxymethyl)phenyl]pyrazole-3-carboxamide